C(C)OC(=O)C1=C(N=C(N=N1)SC)Cl 5-chloro-3-methylsulfanyl-1,2,4-triazine-6-carboxylic acid ethyl ester